ClC1=CC(=C(C=C1)C=1C=2N(N=C(C1)C1CC(OCC1)C=1C=NN(C1)C)C(C(=C(N2)C)C)=O)F 9-(4-chloro-2-fluorophenyl)-2,3-dimethyl-7-[2-(1-methylpyrazol-4-yl)oxan-4-yl]pyrimido[1,2-b]pyridazin-4-one